8-methyl-8-cyclohexyloxycarbonyltetracyclo[4.4.0.12,5.17,10]dodec-3-ene CC1(C2C3C4C=CC(C3C(C1)C2)C4)C(=O)OC4CCCCC4